FC1(C[C@@H](CN(C1)C=1C(=NC(=CC1)C=1N=NN(C1CO)C)C)CC(=O)OC)F methyl (S)-2-(5,5-difluoro-1-(6-(5-(hydroxymethyl)-1-methyl-1H-1,2,3-triazol-4-yl)-2-methylpyridin-3-yl)piperidin-3-yl)acetate